C(C)(=O)O[C@@H]1CC2=CC[C@H]3[C@@H]4CC(C[C@@]4(CCNC(C4=CC(=CC=C4)OC)=O)CC[C@@H]3[C@]2(CC1)C)=O (3-methoxybenzamidomethyl)-16-oxo-androsta-5-en-3beta-ol acetate